4,4'-bis(hydroxymethyl)-biphenyl OCC1=CC=C(C=C1)C1=CC=C(C=C1)CO